C(C1=CC=CC=C1)OC=1C=C2C(=C(NC2=CC1)C)CCN 2-(5-(benzyloxy)-2-methyl-1H-indol-3-yl)ethylamine